OCS(=O)O hydroxymethanesulfinic acid